5-[(1R,5S)-3,8-diazabicyclo[3.2.1]octan-3-yl]-N-[(1R)-1-[3-methoxy-5-(1-methylpyrazol-4-yl)phenyl]ethyl]-2-methyl-benzamide [C@H]12CN(C[C@H](CC1)N2)C=2C=CC(=C(C(=O)N[C@H](C)C1=CC(=CC(=C1)C=1C=NN(C1)C)OC)C2)C